[N+](=O)([O-])C1=C(C=CC(=C1)C=1N=NNC1)N1CCCCC1 (2-Nitro-4-(1,2,3-triazol-4-yl)phenyl)piperidine